4,9-dibutyl-1,6-dioxa-4,9-diaza-5-sila-spiro[4.4]nonane C(CCC)N1CCO[Si]12OCCN2CCCC